C(C)(C)(C)C1=CC=C(C=C1)C1=CC=C(C=C1)C1C(C1)(C1=CC=C(C=C1)C1=CC=C(C=C1)C(C)(C)C)C1=CC=C(C=C1)C1=CC=C(C=C1)C(C)(C)C 1,2,2-tris[4'-(tert-butyl)-(1,1'-biphenyl)-4-yl]cyclopropane